7-[(3S)-3-(morpholin-4-ylmethyl)-1,2,3,4-tetrahydroisoquinoline-2-carbonyl]-1,2,3,4-tetrahydroisoquinoline-2-carboxylic acid benzyl ester C(C1=CC=CC=C1)OC(=O)N1CC2=CC(=CC=C2CC1)C(=O)N1CC2=CC=CC=C2C[C@H]1CN1CCOCC1